FC(OC1=CC=CC=2C(N[C@H]3C=4N([C@@H](C21)C3)C3=C(N4)C=CC(=C3)C=3C=NC(=NC3)C3(COC3)O)=O)F (7R,14R)-1-(difluoromethoxy)-11-[2-(3-hydroxyoxetan-3-yl)pyrimidin-5-yl]-6,7-dihydro-7,14-methanobenzimidazo[1,2-b][2,5]benzodiazocin-5(14H)-one